5-CHLORO-3-METHOXYPYRIDINE-2-BORONIC ACID ClC=1C=C(C(=NC1)B(O)O)OC